CC1(OB(OC1(C)C)C=1C=NN(C1)CCC1CCN(CC1)C1=CC=C(C(=O)OC(C)(C)C)C=C1)C tert-butyl 4-[4-[2-[4-(4,4,5,5-tetramethyl-1,3,2-dioxaborolan-2-yl)pyrazol-1-yl]ethyl]-1-piperidyl]benzoate